7-(2-Amino-7-fluorobenzo[d]thiazol-4-yl)-6-chloro-8-fluoro-2-(((S)-1-methylpyrrolidin-2-yl)methoxy)-4-(piperazin-1-yl)quinoline-3-carbonitrile NC=1SC2=C(N1)C(=CC=C2F)C2=C(C=C1C(=C(C(=NC1=C2F)OC[C@H]2N(CCC2)C)C#N)N2CCNCC2)Cl